ClC1=C(C(=CC=C1)N1CCN(CC1)C(C)C)NC(=O)N1CC(CC1)(C(F)(F)F)C1=CC=CC=C1 N-(2-chloro-6-(4-isopropylpiperazin-1-yl)phenyl)-3-phenyl-3-(trifluoromethyl)pyrrolidine-1-carboxamide